3-(2-aminopyrimidin-5-yl)-N-(4-((methylamino)methyl)phenyl)pyrazolo[1,5-a]pyridine-5-carboxamide NC1=NC=C(C=N1)C=1C=NN2C1C=C(C=C2)C(=O)NC2=CC=C(C=C2)CNC